methyl 4-hydroxy-1-(1-methylcyclopropyl)-6-oxo-1,6-dihydropyridine-3-carboxylate OC=1C(=CN(C(C1)=O)C1(CC1)C)C(=O)OC